2-FLUORO-5-METHYLPHENYLBORONIC ACID FC1=C(C=C(C=C1)C)B(O)O